(1S,3'R,4'S,5'S,6'R)-6'-Methyl-6-(4-methyl-benzyl)-5-bromo-3',4',5',6'-tetrahydro-3H-spiro-[isobenzofuran-1,2'-pyran]-3',4',5'-triol C[C@@H]1[C@H]([C@@H]([C@H]([C@]2(O1)OCC1=CC(=C(C=C12)CC1=CC=C(C=C1)C)Br)O)O)O